2-ethyl-amino-1-(3,4-methylenedioxyphenyl)pentane C(C)C(C(C1=CC2=C(C=C1)OCO2)N)CCC